NC1(NC(=CC=N1)C)O 2-amino-6-methyl-pyrimidinol